N1[C@@H](COCC1)COC(NC=1C(=C2C(=NC=NN2C1)NC=1C=C2C=NN(C2=CC1)CC1=CC(=CC=C1)F)C)=O (3S)-3-morpholinylmethyl-[4-[[1-[(3-fluorophenyl)methyl]-1H-indazol-5-yl] amino]-5-methylpyrrolo[2,1-f][1,2,4]triazin-6-yl]-carbamate